C(C)(C)(C)N(C(O)=O)CCN1C(NC2=C(C1)C=C(C=N2)Br)=O.CC2=CC=CC1=C2SC2=C1C=CC=C2C 4,6-dimethyl-dibenzothiophene tert-butyl-(2-(6-bromo-2-oxo-1,4-dihydropyrido[2,3-d]pyrimidin-3(2H)-yl)ethyl)carbamate